5-(4-chlorophenyl)-2-furoic acid ClC1=CC=C(C=C1)C1=CC=C(O1)C(=O)O